Cl.ClC1=C(C=CC=C1[C@]1(NC(N(C(C1)=O)C1C[C@@H](O[C@@H](C1)C)C)=N)C)NC(C1=CC(=CC=C1)C#N)=O |o1:17,19| N-(2-Chloro-3-{(4S)-1-[(2S*,6R*)-2,6-dimethyltetrahydropyran-4-yl]-2-imino-4-methyl-6-oxohexahydro-pyrimidin-4-yl}phenyl)-3-cyano-benzamide hydrochloride